C(#C)C1=C(C(=C(C(=C1F)C#C)F)C#C)F 1,3,5-tri-ethynyl-2,4,6-trifluorobenzene